FC=1C(=NC(=NC1)N[C@H]1C[C@H](CCC1)C(=O)OC)C1CNCCC1 cis-methyl 3-((5-fluoro-4-(piperidin-3-yl)pyrimidin-2-yl)amino)cyclohexane-1-carboxylate